2-fluoro-5-propoxybenzenesulfonamide FC1=C(C=C(C=C1)OCCC)S(=O)(=O)N